NC1(SNC2=C1C=C(C=C2)[N+](=O)[O-])[N+]#N 3-amino-5-nitro-2,1-benzisothiazolediazonium